N(=[N+]=[N-])C(C(=O)O)(C)C1=CC=C(C=C1)CC(C)C 2-azido-2-(4-isobutylphenyl)propionic acid